gamma-tertiary butyl-L-glutamate C(C)(C)(C)C(C[C@H](N)C(=O)[O-])C(=O)[O-]